dimethyl 4-methoxy-5-nitro-benzene-1,2-dicarboxylate COC=1C=C(C(=CC1[N+](=O)[O-])C(=O)OC)C(=O)OC